N-(2-hydroxy-phenyl)-3-phenyl-acrylamide OC1=C(C=CC=C1)NC(C=CC1=CC=CC=C1)=O